CC1=CC=CC=C1CC(N)C 6-methyl-amphetamine